FC([C@]1(CN=C(OC1)NC1=CC(=C(C(=C1)F)OC1=C2C(=NC=C1)NC=C2C(F)(F)F)F)CO)F |r| (+/-)-{5-(difluoromethyl)-2-[(3,5-difluoro-4-{[3-(trifluoromethyl)-1H-pyrrolo[2,3-b]pyridin-4-yl]oxy}phenyl)amino]-5,6-dihydro-4H-1,3-oxazin-5-yl}methanol